NC1=C2C(=NC=N1)N(N=C2C2=CC=C(C=C2)OC2=CC=CC=C2)C2CCN(CC2)C2CN(C2)C2CCC1(CN(C1)C=1C=C3C(N(C(C3=CC1)=O)C1C(NC(CC1)=O)=O)=O)CC2 5-(7-(3-(4-(4-amino-3-(4-phenoxyphenyl)-1H-pyrazolo[3,4-d]pyrimidin-1-yl)piperidin-1-yl)azetidin-1-yl)-2-azaspiro[3.5]nonan-2-yl)-2-(2,6-dioxopiperidin-3-yl)isoindoline-1,3-dione